(5-(Methylsulfonyl)furan-2-yl)methanol CS(=O)(=O)C1=CC=C(O1)CO